(Sa)-methyl 4-[[5-[[6-(5-chloro-1,3-benzoxazol-2-yl)spiro[3.3]heptan-2-yl]carbamoyl]-2-furyl]sulfonylamino]-4-oxo-butanoate ClC=1C=CC2=C(N=C(O2)C2CC3(CC(C3)NC(=O)C3=CC=C(O3)S(=O)(=O)NC(CCC(=O)OC)=O)C2)C1